propenyl-trioxyethylsilane C(=CC)OOOCC[SiH3]